O1C(COCC1)CCC(=O)NC1=CC=CC=C1 3-(1,4-dioxane-2-yl)-N-phenylpropionamide